ClC=1C(=C(C=CC1)[C@@H]1N(OCC1)C1=CC(=NC=N1)NC=1C(=CC(=C(C1)NC(C=C)=O)N(C)CCN(C)C)OC)F N-(5-((6-((R)-3-(3-chloro-2-fluorophenyl)isoxazolidine-2-yl)pyrimidine-4-yl)amino)-2-((2-(dimethylamino)ethyl)(methyl)amino)-4-methoxyphenyl)acrylamide